6-acetyl-2,2-dimethyl-8-(6-methyl-7-oxo-6,7-dihydro-1H-pyrrolo[2,3-c]pyridin-4-yl)-2H-1,4-benzoxazin-3(4H)-one C(C)(=O)C=1C=C(C2=C(NC(C(O2)(C)C)=O)C1)C=1C2=C(C(N(C1)C)=O)NC=C2